ClC=1SC=C(N1)Cl 2,4-dichloro-thiazole